NC1=C(SC2=NC(=CN=C21)C)C(=O)NC2CC=1C=CC(=NC1CC2)N2CC(C(C2)OC(F)(F)F)N 7-amino-N-{2-[3-amino-4-(trifluoromethoxy)pyrrolidin-1-yl]-5,6,7,8-tetrahydroquinolin-6-yl}-3-methylthieno[2,3-b]pyrazine-6-carboxamide